CC1(CC(CC(C1)C)NCCC)C 3,3,5-Trimethylcyclohexylaminopropan